COC(=O)C1=C(NC(=C1)C1=C2C(=NC=C1)N(C=C2)S(=O)(=O)C2=CC=CC=C2)C2=C(C=C(C=C2)C(F)(F)F)C Methyl-2-[2-methyl-4-(trifluoromethyl)phenyl]-5-[1-(phenylsulfonyl)-1H-pyrrolo[2,3-b]pyridin-4-yl]-1H-pyrrole-3-carboxylate